C12([CH2+](CC(CC1)C2(C)C)I)C.[Tl+] Thallium Bornioiodide